2-(4-(1-(4-Methoxybenzyl)-4-(5-methyloxazol-2-yl)-2-oxo-2,3-dihydro-1H-benzo[b]azepin-8-yl)-1H-pyrazol-1-yl)acetic acid COC1=CC=C(CN2C3=C(C=C(CC2=O)C=2OC(=CN2)C)C=CC(=C3)C=3C=NN(C3)CC(=O)O)C=C1